(S)-2-amino-N-((3-azidopropyl)sulfonyl)-3-phenylpropionamide N[C@H](C(=O)NS(=O)(=O)CCCN=[N+]=[N-])CC1=CC=CC=C1